trimethyl-(octadecyl)silane C[Si](CCCCCCCCCCCCCCCCCC)(C)C